4-((tetrahydro-2H-pyran-4-yl)amino)benzoic acid O1CCC(CC1)NC1=CC=C(C(=O)O)C=C1